1-((S)-7-((3R,4R)-4-(2-chlorophenyl)-1-(2,2,2-trifluoroethyl)pyrrolidine-3-carbonyl)-5,5-difluoro-8-methyl-2,7-diazaspiro[3.5]nonan-2-yl)prop-2-en-1-one ClC1=C(C=CC=C1)[C@H]1[C@H](CN(C1)CC(F)(F)F)C(=O)N1CC(C2(CN(C2)C(C=C)=O)C[C@@H]1C)(F)F